ethyl 2-(5-formyl-2-methoxyphenoxy)-2-methylpropionate C(=O)C=1C=CC(=C(OC(C(=O)OCC)(C)C)C1)OC